(3-Methyl-6-(pyrrolidin-1-yl) pyrrolo[2,1-a]phthalazine-1,2-diyl)-bis(methylene) bis(ethylcarbamate) C(C)NC(OCC=1C(=C(N2C1C1=CC=CC=C1C(=N2)N2CCCC2)C)COC(NCC)=O)=O